Se-(methyl)selenocysteine hydrochloride C[Se]C[C@H](C(=O)O)N.Cl